2-[({4-[5-(trifluoromethyl)-1,2,4-oxadiazol-3-yl]pyridin-2-yl}oxy)methyl]-1H-benzimidazole FC(C1=NC(=NO1)C1=CC(=NC=C1)OCC1=NC2=C(N1)C=CC=C2)(F)F